FC=1C=C(CNC=2C=C3C(=NNC3=CC2)C=CC2=NC=CC=C2)C=C(C1)F N-(3,5-difluorobenzyl)-3-(2-(pyridin-2-yl)vinyl)-1H-indazol-5-amine